4-1-dodecyl-pyridinium C(CCCCCCCCCCC)C1=CC=[NH+]C=C1